anti-pregnanetriol C(C[C@H]1CC[C@H]2[C@@H]3CCC4CCCC[C@]4(C)[C@H]3CC[C@]12C)(O)(O)O